5-(3-(dimethyl-amino)pyrrolidin-1-yl)pyridin-2-amine CN(C1CN(CC1)C=1C=CC(=NC1)N)C